OCC=1C=C(C=CC1)C1=CN(C2=CC(=CC=C12)NC(C1=CC(=C(C=C1)C)C#CC1=CN=C2N1N=CC=C2)=O)C N-(3-(3-(Hydroxymethyl)phenyl)-1-methyl-1H-indol-6-yl)-3-(imidazo[1,2-b]pyridazin-3-ylethynyl)-4-methylbenzamide